BrC1=CC=C2CNC(NC2=C1)=O 7-bromo-3,4-dihydro-1H-quinazolin-2-one